1-(10-mercaptodecyl)-3-methylimidazole dysprosium tetranitrate [N+](=O)([O-])[O-].[N+](=O)(O)[O-].[N+](=O)([O-])[O-].[N+](=O)([O-])[O-].[Dy+3].SCCCCCCCCCCN1CN(C=C1)C